COCCOC(N[C@H](C(=O)NC=1C(N(C=CC1)CC=1NC2=C(C=C(C=C2C1)F)OCC1=C(C=C(C=C1)F)F)=O)CC\C=C\C(=O)N(C)C)=O 2-Methoxyethyl-(S,E)-(1-((1-((7-((2,4-difluorobenzyl)-oxy)-5-fluoro-1H-indol-2-yl)methyl)-2-oxo-1,2-dihydropyridin-3-yl)amino)-7-(dimethylamino)-1,7-dioxohept-5-en-2-yl)carbamat